4-(tribromomethylsulfonyl)-phenoxy-acetic acid BrC(S(=O)(=O)C1=CC=C(OCC(=O)O)C=C1)(Br)Br